CC1=NC=CC=C1CC=C methyl-3-allylpyridine